C(#C)C=1C=CC=2NC3=CC=CC=C3C2C1 3-ethynylcarbazole